3,4-dihydronaphthalene-2-carbaldehyde C1=C(CCC2=CC=CC=C12)C=O